C(CCCCCCCCCCCCCCCCCCCCCCCC)Cl pentacosyl chloride